BrC=1C=CC(=C(C=O)C1)N1CCOCC1 5-bromo-2-morpholinobenzaldehyde